C1(CCCCC1)C(C(=O)NC1CCCCC1)N1C(=NC2=C1C=CC=C2)C2=CC(=C(C=C2)F)F 2,N-dicyclohexyl-2-[2-(3,4-difluoro-phenyl)-benzimidazol-1-yl]-acetamide